COC1=C(C=CC(=C1)NC(=O)C1(CCCC1)C1=CC=CC=C1)NC(C1=CC(=CC=C1)OC)=O N-(2-methoxy-4-(1-phenylcyclopentane-1-carboxamido)phenyl)-3-methoxybenzamide